CC1=C(CNC=2N=CC(=C3C2N(N=C3)C)NC(C(=O)N3C(COCC3C=3C=NC(=CC3)C(F)(F)F)C)=O)C=CC(=C1)C N-(7-((2,4-dimethylbenzyl)amino)-1-methyl-1H-pyrazolo[3,4-c]pyridin-4-yl)-2-(3-methyl-5-(6-(trifluoromethyl)pyridin-3-yl)morpholino)-2-oxoacetamide